C1(=CC=CC=C1)[Si](OC1=C(C(=C2C(C(C(OC2=C1)(C1=CC=CC=C1)O[Si](C1=CC=CC=C1)(C)C)(O)O[Si](C1=CC=CC=C1)(C)C)(O)OC(C)=O)O[Si](C1=CC=CC=C1)(C)C)O[Si](C1=CC=CC=C1)(C)C)(C)C penta(phenyldimethylsiloxy)-4-acetoxyflavan-3,4-diol